tert-butyl 4-hydroxy-4-(5-(methoxycarbonyl)-2-methylphenyl)piperidine-1-carboxylate OC1(CCN(CC1)C(=O)OC(C)(C)C)C1=C(C=CC(=C1)C(=O)OC)C